CN(C1CC2(CN(C2)C(=O)C2=CC(=CC=C2)C(F)(F)F)C1)C=1C2=C(N=CN1)NC=C2 (6-(methyl(7H-pyrrolo[2,3-d]pyrimidin-4-yl)amino)-2-azaspiro[3.3]heptan-2-yl)(3-(trifluoromethyl)phenyl)methanone